N1=C(C=CC=C1)C(CCCN)C1=NC=CC=C1 di(2-pyridyl)butylamine